C(#N)C(C(=O)OCC)=NOC1N(CCOC1)N(C)C (1-cyano-2-ethoxy-2-oxoethylideneaminooxy)dimethylamino-morpholine